COC1=CC=C2C3=C(N(C2=C1)CCCN)C(=NC=C3)C 7-methoxy-1-methyl-9H-pyrido[3,4-b]indol-9-propylamine